1-(2-methoxyphenyl)-1H-pyrazole-4-carbaldehyde COC1=C(C=CC=C1)N1N=CC(=C1)C=O